N-(6-((6-(aminomethyl)pyridin-2-yl)oxy)-4-methoxybenzo[d]isoxazol-3-yl)-5-ethyl-2-methoxybenzenesulfonamide hydrochloride Cl.NCC1=CC=CC(=N1)OC1=CC2=C(C(=NO2)NS(=O)(=O)C2=C(C=CC(=C2)CC)OC)C(=C1)OC